3-[6-(2-Cyclopropylmethoxy-pyridin-3-yl)-chroman-2-yl]-propionic acid C1(CC1)COC1=NC=CC=C1C=1C=C2CCC(OC2=CC1)CCC(=O)O